BrC1=CC=C(CN(C(=O)[C@H]2CN(CCC2)C=2C=C(OC(C(=O)N3CCN(CC3)C(=O)OC(C)(C)C)(C)C)C=C(C2)Cl)C2CC2)C=C1 tert-butyl (R)-4-(2-(3-(3-((4-bromobenzyl)(cyclopropyl)carbamoyl)piperidin-1-yl)-5-chlorophenoxy)-2-methylpropanoyl)piperazine-1-carboxylate